OC(C(=O)[O-])C1=CC=CC=C1.[Fe+2].[Na+].OC(C(=O)[O-])C1=CC=CC=C1.OC(C(=O)[O-])C1=CC=CC=C1 sodium iron hydroxyphenylacetate